5-[(5-Methoxypyridin-2-yl)methoxy]-2-(1-methyl-1H-pyrazol-4-yl)-1,3-benzoxazole COC=1C=CC(=NC1)COC=1C=CC2=C(N=C(O2)C=2C=NN(C2)C)C1